CC12NC3CC(CC(C1)C3)C2 2-aza-1-methyladamantane